N-(2-ethylamino)-imidazole hydrochloride Cl.CCNN1C=NC=C1